NC1=NC=2CC[C@H]([C@@H](C2C=N1)O)[C@H]1N2C(C3=CC=CC=C13)=CN=C2 (5S,6S)-2-amino-6-((R)-5H-imidazo[5,1-a]isoindol-5-yl)-5,6,7,8-tetrahydroquinazolin-5-ol